ClC=1C=CC2=C([C@@H](C[C@H](O2)C(=O)N[C@@H]2[C@H]3C[C@@H]([C@@H](C2)O3)C=3OC(=NN3)[C@@H]3C[C@@H](C3)OC(F)(F)F)O)C1 |&1:13,14,16,17| (2S,4R)-6-chloro-4-hydroxy-N-[(1RS,2SR,4RS,5SR)-5-{5-[cis-3-(trifluoromethoxy)cyclobutyl]-1,3,4-oxadiazol-2-yl}-7-oxabicyclo[2.2.1]hept-2-yl]-3,4-dihydro-2H-1-benzopyran-2-carboxamide